1-triethylsilyl-4-(3-(trimethoxysilyl)propyl)piperazine C(C)[Si](N1CCN(CC1)CCC[Si](OC)(OC)OC)(CC)CC